Methyl 4-(1-(1-(5,7-difluoro-3-(1-methyl-1H-pyrazol-4-yl) quinolin-6-yl) ethyl)-1H-[1,2,3]triazolo[4,5-b]pyrazin-6-yl)-2-fluorobenzoate FC1=C2C=C(C=NC2=CC(=C1C(C)N1N=NC=2C1=NC(=CN2)C2=CC(=C(C(=O)OC)C=C2)F)F)C=2C=NN(C2)C